(1S,3R)-3-(3-{[(2,3-dimethylimidazo[2,1-b][1,3]thiazol-6-yl)acetyl]amino}-1H-pyrazol-5-yl)cyclopentyl propylcarbamate C(CC)NC(O[C@@H]1C[C@@H](CC1)C1=CC(=NN1)NC(CC=1N=C2SC(=C(N2C1)C)C)=O)=O